4-CYANO-2-PYRIDINECARBOXYLIC ACID C(#N)C1=CC(=NC=C1)C(=O)O